COC1=NC=CC(=C1)C1=C(C(=CC=C1)C)NC(=O)N=[S@@](=O)(N)C=1C=NN2C1OCC(C2)(C)C (S)-N'-((2-(2-methoxypyridin-4-yl)-6-methylphenyl)carbamoyl)-6,6-dimethyl-6,7-dihydro-5H-pyrazolo[5,1-b][1,3]oxazine-3-sulfonimidamide